N1(CCCCCC1)C1=NC=C(C=C1C(=O)NC1=C(SC(=C1)S(N)(=O)=O)C)C(F)(F)F 2-(azepan-1-yl)-N-(2-methyl-5-sulfamoylthiophen-3-yl)-5-(trifluoromethyl)pyridine-3-carboxamide